FC=1C=C2C=C(C(NC2=CC1F)=O)C=1N=NN(C1)C1=CC=C(C=C1)C(=O)N1C[C@@H]2CNC[C@@H]2C1 6,7-difluoro-3-{1-[4-((cis)-hexahydro-pyrrolo[3,4-c]pyrrole-2-carbonyl)-phenyl]-1H-[1,2,3]triazol-4-yl}-1H-quinolin-2-one